FC(CN1N=NC2=C1C=C(C=C2)C=2C=CN1N=C(N=C(C12)OC([2H])([2H])[2H])NC1CC(C1)(C)NC(C)=O)F N-((1s,3s)-3-((5-(1-(2,2-difluoroethyl)-1H-benzo[d][1,2,3]triazol-6-yl)-4-(methoxy-d3)pyrrolo[2,1-f][1,2,4]triazin-2-yl)amino)-1-methylcyclobutyl)acetamide